C(CCCCCCCCC)(=O)OC(C)CCCC.[In] indium 2-hexyl decanoate